C(CCC)N1C(CCC1)=O 1-butyl-pyrrolidone